FC=1C=C(C=C(C1)F)[C@@H]1CC[C@H]2OC3(C(N21)=O)CCN(CC3)C(=O)C3=CC=NN3C (5'S,7a'R)-5'-(3,5-difluoro-phenyl)-1-(1-methyl-1H-pyrazole-5-carbonyl)tetra-hydro-3'H-spiro[piperidine-4,2'-pyrrolo[2,1-b]oxazol]-3'-one